N1-(3-fluorophenethyl)-N2-((S)-7-(3-((S)-3-hydroxypyrrolidin-1-yl)prop-1-yn-1-yl)-5-methyl-4-oxo-2,3,4,5-tetrahydrobenzo[b][1,4]oxazepin-3-yl)oxalamide FC=1C=C(CCNC(C(=O)N[C@@H]2C(N(C3=C(OC2)C=CC(=C3)C#CCN3C[C@H](CC3)O)C)=O)=O)C=CC1